FC1=CC=C(C=C1)C=1C=C2C(=NC1)NC=N2 6-(4-fluorophenyl)-3H-imidazo[4,5-b]Pyridine